N-((1S,2S)-1-((S)-4-((benzyloxy)methyl)-4,5-dihydrooxazol-2-yl)-2-methylbutyl)acetamide C(C1=CC=CC=C1)OC[C@@H]1N=C(OC1)[C@H]([C@H](CC)C)NC(C)=O